ClC=1C(=NC=CC1)S(=O)(=N[Si](C)(C)C)C (3-chloropyridin-2-yl)(methyl)((trimethylsilyl)imino)-λ6-sulfanone